FC(C=1OC(=NN1)C1=CC(=C(C=C1)CN1N=NC(=C1)C1(COC1)F)F)F 2-(difluoromethyl)-5-(3-fluoro-4-((4-(3-fluorooxetan-3-yl)-1H-1,2,3-triazol-1-yl)methyl)phenyl)-1,3,4-oxadiazole